ClC1=C(C(=CC=C1Cl)OC)C1CC2=C(N(N=C2CC)C)C1 5-(2,3-dichloro-6-methoxyphenyl)-3-ethyl-1-methyl-1,4,5,6-tetrahydrocyclopenta[c]pyrazole